1,1,1,3,3,3-hexafluoro-propan-2-yl (±)-1-(phenylcarbamoyl)-6-azaspiro[2.5]octane-6-carboxylate C1(=CC=CC=C1)NC(=O)[C@@H]1CC12CCN(CC2)C(=O)OC(C(F)(F)F)C(F)(F)F |r|